6-(2-hydroxy-5-methoxybenzylamino)-9-glucopyranosylpurine OC1=C(CNC2=C3N=CN(C3=NC=N2)C2[C@H](O)[C@@H](O)[C@H](O)[C@H](O2)CO)C=C(C=C1)OC